(S)-5-oxopiperidine-1,2-dicarboxylic acid O1-tert-butyl ester O2-methyl ester COC(=O)[C@H]1N(CC(CC1)=O)C(=O)OC(C)(C)C